((4-chlorophenyl)sulfonyl)-3-(4-fluorophenyl)-N-(2-((4-methylpiperazin-1-yl)sulfonyl)ethyl)-4-phenyl-4,5-dihydro-1H-pyrazole-1-carboxamide ClC1=CC=C(C=C1)S(=O)(=O)C1(C(=NN(C1)C(=O)NCCS(=O)(=O)N1CCN(CC1)C)C1=CC=C(C=C1)F)C1=CC=CC=C1